ClC1=CC(=C(C#N)C(=C1)N1C=NC=2C1=NC(=CC2)C2=NC(=CN=C2)O[C@H](CN2N=NN=C2)C)OC 4-chloro-2-methoxy-6-[5-(6-{[(2S)-1-(1H-tetrazol-1-yl)propan-2-yl]oxy}pyrazin-2-yl)-3H-imidazo[4,5-b]pyridin-3-yl]benzonitrile